[Si](C)(C)(C(C)(C)C)C#CC1=CC(=C(C(=N1)C)C1=C(C2=C(N=CN=C2N)N1C)C1=CC(=C(C=C1)OC1=NC=CC(=N1)C)F)C 6-{6-[2-(tert-butyldimethylsilyl)ethynyl]-2,4-dimethylpyridin-3-yl}-5-{3-fluoro-4-[(4-methylpyrimidin-2-yl)oxy]phenyl}-7-methyl-7H-pyrrolo[2,3-d]pyrimidin-4-amine